ethylene glycol-bis[3,3-bis(3-tert-butyl-4-hydroxyphenyl) butyrate] C(C)(C)(C)C=1C=C(C=CC1O)C(CC(=O)OCCOC(CC(C)(C1=CC(=C(C=C1)O)C(C)(C)C)C1=CC(=C(C=C1)O)C(C)(C)C)=O)(C)C1=CC(=C(C=C1)O)C(C)(C)C